methyl 6-[4-(6-nitro-3-pyridyl)piperazin-1-yl]pyridine-3-carboxylate [N+](=O)([O-])C1=CC=C(C=N1)N1CCN(CC1)C1=CC=C(C=N1)C(=O)OC